5-((R)-2-(5-fluoro-2-methoxyphenyl)pyrrolidin-1-yl)-N-((trans)-4-hydroxycyclohexyl)pyrazolo[1,5-a]pyrimidine-3-carboxamide FC=1C=CC(=C(C1)[C@@H]1N(CCC1)C1=NC=2N(C=C1)N=CC2C(=O)N[C@@H]2CC[C@H](CC2)O)OC